6-((1H-Benzo[d][1,2,3]triazol-6-yl)methyl)-2,4-dimethyl-4H-thiazolo[5',4':4,5]pyrrolo[2,3-d]pyridazin-5(6H)-one N1N=NC2=C1C=C(C=C2)CN2N=CC1=C(C2=O)N(C2=C1SC(=N2)C)C